6-[3-[(5-methoxy-1,3-benzothiazol-2-yl)amino]-4-methyl-6,7-dihydro-5H-pyrido[2,3-c]pyridazin-8-yl]pyridine-2-carboxylate COC=1C=CC2=C(N=C(S2)NC2=C(C3=C(N=N2)N(CCC3)C3=CC=CC(=N3)C(=O)[O-])C)C1